3-(4-(3-(1,1-dioxido-4-oxo-1,2,5-thiadiazolidin-2-yl)-2-fluoro-4-hydroxyphenyl)-1H-pyrazol-1-yl)propanenitrile O=S1(N(CC(N1)=O)C=1C(=C(C=CC1O)C=1C=NN(C1)CCC#N)F)=O